N,N'-bis{3-[3-(dimethylamino)propylamino]propyl}perylene-3,4,9,10-tetracarboxylic acid diimide CN(CCCNCCCN=C(O)C=1C=CC=2C3=CC=C(C=4C(=CC=C(C5=CC=C(C1C52)C(O)=NCCCNCCCN(C)C)C43)C(=O)O)C(=O)O)C